FC1(C[C@H](NC1=O)COC1=NC=C(C2=CC(=C(C=C12)OC(C)C)C(=O)N)C=1C=NN(C1)C1CCN(CC1)C)F (S)-1-((4,4-difluoro-5-oxopyrrolidin-2-yl)methoxy)-7-isopropoxy-4-(1-(1-methylpiperidin-4-yl)-1H-pyrazol-4-yl)isoquinoline-6-carboxamide